N-(4-chloro-2-fluorobenzyl)-N,2,2-trimethylbutanamide ClC1=CC(=C(CN(C(C(CC)(C)C)=O)C)C=C1)F